5-((2-(pyrrolidin-1-yl)ethyl)thio)-4,6-diazaspiro[2.4]hept-5-ene N1(CCCC1)CCSC=1NC2(CC2)CN1